C1(CC1)\C=C/1\C([C@@H]2[C@H](N([C@H]1CC2)C(=O)OC(C)(C)C)C(=O)OCC2=CC=CC=C2)=O 3-benzyl 2-tert-butyl (1S,3S,4S,6E)-6-(cyclopropylmethylene)-5-oxo-2-azabicyclo[2.2.2]octane-2,3-dicarboxylate